tert-butyl (azetidin-3-ylmethyl)carbamate N1CC(C1)CNC(OC(C)(C)C)=O